(S,E)-3-(7-Amino-8-oxo-6,7,8,9-tetrahydro-5H-pyrido[2,3-b]azepin-3-yl)-N-methyl-N-((3-methyl-5-(pyridin-3-yloxy)benzofuran-2-yl)methyl)acrylamide hydrochloride Cl.N[C@H]1CCC2=C(NC1=O)N=CC(=C2)/C=C/C(=O)N(CC=2OC1=C(C2C)C=C(C=C1)OC=1C=NC=CC1)C